1-(tert-butyl)-N-(2-((4-(3-methoxyphenyl)thiazol-2-yl)amino)-2-oxoethyl)-1H-pyrrole-3-carboxamide C(C)(C)(C)N1C=C(C=C1)C(=O)NCC(=O)NC=1SC=C(N1)C1=CC(=CC=C1)OC